(S)-Ethyl 6-(((cis)-3,3-difluoro-4-sulfamoylhexahydropyrrolo[3,2-b]pyrrol-1(2H)-yl) methyl)-4-(3-fluoro-2-methylphenyl)-2-(thiazol-2-yl)-1,4-dihydropyrimidine-5-carboxylate FC1([C@H]2[C@@H](N(C1)CC1=C([C@@H](N=C(N1)C=1SC=CN1)C1=C(C(=CC=C1)F)C)C(=O)OCC)CCN2S(N)(=O)=O)F